COC(C1=C(C=CC=C1)CCC1NC(C(CC1)C(NC1=CC(=C(C=C1)C)C(F)(F)F)=O)C1=CC=C(C=C1)NC1CCCC1)=O methyl-2-[2-[6-[4-(cyclopentylamino)phenyl]-5-[[4-methyl-3-(trifluoromethyl)phenyl]carbamoyl]-2-piperidyl]ethyl]benzoate